dichloro(o-isopropoxyphenyl-methylene)(tricyclohexylphosphine) ruthenium [Ru].ClC1C(C(CCC1)(P(C1CCCCC1)C1CCCCC1)Cl)=CC1=C(C=CC=C1)OC(C)C